BrC1=CC=2C3=CC=C(C(NS(C=4C(=C(C=C(C(OCC2C=C1)=O)C4)Br)OC)(=O)=O)=C3)C(F)(F)F 4,13-Dibromo-14-methoxy-16,16-dioxo-19-(trifluoromethyl)-9-oxa-16λ6-thia-17-azatetracyclo[16.3.1.111,15.02,7]tricosa-1(21),2(7),3,5,11,13,15(23),18(22),19-nonaen-10-one